FC12CC3(C[C@H](C[C@@H](C1)C3)C2)C(=O)N (1r,3s,5R,7S)-3-fluoroadamantane-1-carboxamide